ClC=1N=C(NC1[C@H]1[C@H](CN(CC1)S(=O)(=O)C=1C=NC(=NC1)NS(=O)(=O)C)C)C1=NC=C(C=C1)F N-[5-[[(3R,4R)-4-[4-Chloro-2-(5-fluoro-2-pyridyl)-1H-imidazol-5-yl]-3-methyl-1-piperidyl]sulfonyl]pyrimidin-2-yl]methanesulfonamide